3-(2,6-dimethylpyridin-4-yl)-4-fluorobenzenesulfonamide CC1=NC(=CC(=C1)C=1C=C(C=CC1F)S(=O)(=O)N)C